1-(2-chloro-6-nitro-phenyl)-2-methyl-piperidine ClC1=C(C(=CC=C1)[N+](=O)[O-])N1C(CCCC1)C